N1CCC(CC1)NC(OCC1=CC=CC=C1)=O benzyl N-(4-piperidyl)carbamate